C(C)N(C(C)C)C(C)C 2-N-ethyl-N-isopropyl-propane-2-amine